C1(CCCC1)C(=O)N1CCN(CC1)CC1=C(C(=CC=C1)NC=1SC(=C(N1)C(C)O)C)C cyclopentyl-(4-(3-((4-(1-hydroxyethyl)-5-methylthiazol-2-yl)amino)-2-methylbenzyl)piperazin-1-yl)methanone